(R)-1-(3-(6-(piperidin-3-ylamino)pyridin-2-yl)imidazo[1,2-a]pyrazin-6-yl)imidazolidin-2-one N1C[C@@H](CCC1)NC1=CC=CC(=N1)C1=CN=C2N1C=C(N=C2)N2C(NCC2)=O